N-benzyl-6-(5-cyanopyrazin-2-ylamino)-4-(piperidin-3-ylmethylamino)pyridazine-3-carboxamide C(C1=CC=CC=C1)NC(=O)C=1N=NC(=CC1NCC1CNCCC1)NC1=NC=C(N=C1)C#N